Cl.NC1=C(CN[C@@H]2CC[C@H](CC2)O)C=C(C=C1Br)Br trans-4-[(2-amino-3,5-dibromobenzyl)amino]Cyclohexanol Hydrochloride